CC1(OB(OC1(C)C)C1=NN(C=C1)C1CCN(CC1)C(=O)OC(C)(C)C)C tert-butyl 4-[3-(4,4,5,5-tetramethyl-1,3,2-dioxaborolan-2-yl)-1H-pyrazol-1-yl]piperidine-1-carboxylate